CC(C)C1=C(C2=C(O1)C=C3C(=C2)C=CC(=O)O3)OC The molecule is a member of the class of furanocoumarins that is furo[3,2-g]chromen-7-one, bearing additional isopropyl and methoxy substituents at positions 2 and 3 respectively. It has a role as a plant metabolite. It is a furanocoumarin, an aromatic ether and a lactone.